O=C1CC(CS1)C(=O)O 5-OXOTETRAHYDROTHIOPHENE-3-CARBOXYLIC ACID